C(C(C)C)NC=1N=CC2=C(N1)NC=C2C2=CC=1N(C=C2)N=CC1C(=O)NC1CCN(CC1)C 5-(2-(isobutylamino)-7H-pyrrolo[2,3-d]pyrimidin-5-yl)-N-(1-methylpiperidin-4-yl)pyrazolo[1,5-a]pyridine-3-carboxamide